CN1CCN(CC1)CCC[Si](C=1C=C(C=C)C=CC1)(OCC)OCC 3-[[3-(4-methylpiperazine-1-yl)propyl]diethoxysilyl]styrene